CC1=C(C(=O)O)C=CC=C1CN1C(C2=CC=C(C=C2C(=C1)I)Br)=O.S1C(=CC=C1)CN1C[C@@H](C([C@@H](C1)O)O)O (3S,4r,5R)-1-(thien-2-ylmethyl)piperidine-3,4,5-triol methyl-3-((6-bromo-4-iodo-1-oxoisoquinolin-2(1H)-yl)methyl)benzoate